NC1=NC2=CC=C(C=C2C(N1C1=C(C=CC=C1)C(F)(F)F)=O)C=1C=C(C(=NC1)OC)S(=O)(=O)NC1=C(C=C(C=C1)F)F 5-(2-amino-4-oxo-3-(2-(trifluoromethyl)phenyl)-3,4-dihydroquinazolin-6-yl)-N-(2,4-difluorophenyl)-2-methoxypyridine-3-sulfonamide